N1C(=NC2=C1C=CC=C2)C2=CC(=NN2CC2=CC=C(C=C2)OC)NC(C2=CC(=C(C=C2)NCCOC)Cl)=O N-[5-(1H-benzimidazol-2-yl)-1-[(4-methoxyphenyl)methyl]-pyrazol-3-yl]-3-chloro-4-(2-methoxyethylamino)benzamide